methyl 4-((1-(2,2-dimethyl-4,6-dioxo-1,3-dioxan-5-ylidene)ethyl)amino)thiophene-3-carboxylate CC1(OC(C(C(O1)=O)=C(C)NC=1C(=CSC1)C(=O)OC)=O)C